Cobalt(II) neodecanoate C(CCCCCC(C)(C)C)(=O)[O-].[Co+2].C(CCCCCC(C)(C)C)(=O)[O-]